(4-bromo-2-pyrrolidin-1-ylphenyl)-(4-methyl-2-phenylpiperazin-1-yl)methanone BrC1=CC(=C(C=C1)C(=O)N1C(CN(CC1)C)C1=CC=CC=C1)N1CCCC1